[2-(2-fluorophenoxy)ethyl]-6-methyl-4-[(1-methylcyclopropyl)amino]furo[2,3-d]pyrimidine-5-carboxamide FC1=C(OCCC=2N=C(C3=C(N2)OC(=C3C(=O)N)C)NC3(CC3)C)C=CC=C1